7H-benzo[6,7]indeno[1,2-b]quinoline C1=CC=CC=2C=CC=3CC=4C(=NC5=CC=CC=C5C4)C3C21